N-((4r,5s,7r,8r,9s,10r)-8,10-dihydroxy-7-(hydroxymethyl)-9-(4-(3,4,5-trifluorophenyl)-1H-1,2,3-triazol-1-yl)-1,6-dioxaspiro[4.5]dec-4-yl)-4-methyl-1-naphthamide O[C@H]1[C@H](O[C@@]2([C@@H](CCO2)NC(=O)C2=CC=C(C3=CC=CC=C23)C)[C@@H]([C@H]1N1N=NC(=C1)C1=CC(=C(C(=C1)F)F)F)O)CO